O[C@@H]1C[C@H](NC1)C(=O)N[C@@H](CO)C1=CC=C(C=C1)C1=C(C(=CC=C1F)F)F (2S,4R)-4-hydroxy-N-((R)-2-hydroxy-1-(2',3',6'-trifluoro-[1,1'-biphenyl]-4-yl)ethyl)pyrrolidine-2-carboxamide